6-(4-propylphenyl)-2-((tetrahydro-2H-pyran-2-yl)methoxy)-6,7-dihydro-5H-cyclopenta[b]pyridin-4-ol C(CC)C1=CC=C(C=C1)C1CC=2C(=NC(=CC2O)OCC2OCCCC2)C1